2-[6-amino-5-[4-[(dimethylamino)methyl]phenyl]pyridazin-3-yl]phenol NC1=C(C=C(N=N1)C1=C(C=CC=C1)O)C1=CC=C(C=C1)CN(C)C